C(CCCCCC(C)C)C1(CCCCC1)CCCCCCC(C)C di(isononyl)cyclohex-ane